C(CCCCC)C(COC(CCCCCCCCO)=O)CCCCCCCC.OCCCCCCCCC(=O)OCC(CCCCCCCC)CCCCCC 2-hexyldecyl 9-hydroxynonanoate 2-Hexyldecyl-9-hydroxynonanoate